C(C)OC1(C=C(C(C(C1)(C)C)=O)C#N)C1=NC=C(C=C1)F 3-ethoxy-3-(5-fluoropyridin-2-yl)-5,5-dimethyl-6-oxocyclohex-1-enecarbonitrile